1-(2-bromo-4-{[(tert-butyldimethylsilyl)oxy]methyl}phenyl)-4-methylpiperidine BrC1=C(C=CC(=C1)CO[Si](C)(C)C(C)(C)C)N1CCC(CC1)C